ClC=1C(=NC(=NC1)NC=1C=NN(C1)C1CCN(CC1)C)NCCCN1C(CCCC1)=O 1-(3-((5-chloro-2-((1-(1-methylpiperidin-4-yl)-1H-pyrazol-4-yl)amino)pyrimidin-4-yl)amino)propyl)piperidin-2-one